(S)-2-((4-(4-Fluoro-3-((1-methyl-1H-indazol-6-yl)methoxy)phenyl)piperidin-1-yl)methyl)-1-(oxetan-2-ylmethyl)-1H-benzo[d]imidazole-6-carboxylic acid FC1=C(C=C(C=C1)C1CCN(CC1)CC1=NC2=C(N1C[C@H]1OCC1)C=C(C=C2)C(=O)O)OCC2=CC=C1C=NN(C1=C2)C